(4R)-2-oxooxazolidine-4-carboxylic acid O=C1OC[C@@H](N1)C(=O)O